BrC=1C=C2C(=NC(=NC2=CC1)C)N[C@H](C)C1=C(C(=CC=C1)C(F)F)F (R)-6-bromo-N-(1-(3-(difluoromethyl)-2-fluorophenyl)ethyl)-2-methyl-quinazolin-4-amine